7-methyl-N-(3-sulfamoylphenyl)-5,7-dihydrofuro[3,4-b]pyridine-3-carboxamide CC1OCC=2C1=NC=C(C2)C(=O)NC2=CC(=CC=C2)S(N)(=O)=O